3-((methylpiperazin-1-yl)methyl)benzoic acid CC1N(CCNC1)CC=1C=C(C(=O)O)C=CC1